C(=O)(OC(C)(C)C)C(CCOCCOCCOCCCN)(N)C(=O)OC(C)(C)C Boc(boc-1-amino-4,7,10-trioxa-13-tridecanamine)